ClC=1C(=C2C=NNC2=C(C1F)F)C=1C=CC=2N(N1)C=C(N2)NC(=O)[C@H]2[C@H](C2)F (1S,2S)-N-(6-(5-chloro-6,7-difluoro-1H-indazol-4-yl)imidazo[1,2-b]pyridazin-2-yl)-2-fluorocyclopropane-1-carboxamide